N1=C(C=CC=C1)CSCCSCC1=NC=CC=C1 1,6-Bis(2-pyridyl)-2,5-dithiahexan